C(#N)C1=CC=C(C=C1)C1(C(OCC(C1)=C)=O)C(=O)OC methyl 3-(4-cyanophenyl)-5-methylene-2-oxotetrahydro-2H-pyran-3-carboxylate